FC=1C=C(C=C(C1)F)C(=O)C1CC1 cyclopropyl (3,5-difluorophenyl) ketone